ClC=1C(=C(C=CC1F)[C@H](NC(=O)N1CC(NCC1)=O)[C@@H]1CC[C@H](CC1)C(F)(F)F)F |o1:8| N-((R or S)-(3-chloro-2,4-difluoro-phenyl)(trans-4-(trifluoromethyl)cyclohexyl)methyl)-3-oxopiperazine-1-carboxamide